FC=1C=C(C=CC1C1=NOC(=N1)C(F)(F)F)CNOC 1-[3-fluoro-4-[5-(trifluoromethyl)-1,2,4-oxadiazol-3-yl]phenyl]-N-methoxy-methylamine